(6S)-6-(hydroxymethyl)piperazin-2-one OC[C@@H]1CNCC(N1)=O